8-methyl-7-(3-(6-(trifluoromethyl)pyridin-3-yl)-7,8-dihydro-1,6-naphthyridin-6(5H)-yl)-4H-pyrimido[1,2-b]pyridazin-4-one CC1=CC=2N(N=C1N1CC=3C=C(C=NC3CC1)C=1C=NC(=CC1)C(F)(F)F)C(C=CN2)=O